((1-hydroxypropan-2-yl)azanediyl)bis(hexane-6,1-diyl) bis(2-hexyldecanoate) C(CCCCC)C(C(=O)OCCCCCCN(CCCCCCOC(C(CCCCCCCC)CCCCCC)=O)C(CO)C)CCCCCCCC